C(C)(C)(C)OC(=O)N1C[C@H]([C@@H](C1)C1=CC=C(C=C1)OC)C(NC=1C=C(C=CC1)C1=CC=CC=C1)=O |r| (±)-trans-4-(4-methoxyphenyl)-3-[(biphenyl-3-yl)carbamoyl]pyrrolidine-1-carboxylic acid tert-butyl ester